3-(6-Chloro-8-methoxy-[1,2,4]triazolo[4,3-b]pyridazin-3-yl)-5-cyclopropylisoxazole ClC=1C=C(C=2N(N1)C(=NN2)C2=NOC(=C2)C2CC2)OC